ClC=1C(=C(CN2[C@@H](C[C@@H](CC2)CC2=NC(=CC(=C2F)C2(CC2)O)NC2=NNC(=C2)C)CC)C(=CC1)F)F (2R,4R)-1-(3-chloro-2,6-difluoro-benzyl)-2-ethyl-4-((3-fluoro-4-(1-hydroxycyclopropyl)-6-((5-methyl-1H-pyrazol-3-yl)amino)pyridin-2-yl)methyl)piperidine